C(C)N1N=C2C=CC(=CC2=C1C(=O)NC(C(=O)N)(CO)C)OCC1=NC=CC=C1 2-({2-ethyl-5-[(pyridin-2-yl)methoxy]-2H-indazol-3-yl}formamido)-3-hydroxy-2-methylpropanamide